C(C)(C)(C)OC(=O)N1CCC(CC1)C=1C=C2C(=C(NC2=CC1F)Br)C(C)C 4-(2-bromo-6-fluoro-3-isopropyl-1H-indol-5-yl)piperidine-1-carboxylic acid tert-butyl ester